ClC=1C=C(COC=2C=NC=C(C2)C=2C=NN(C2)C2CCNCC2)C=CC1 3-((3-chlorobenzyl)oxy)-5-(1-(piperidin-4-yl)-1H-pyrazol-4-yl)pyridine